2-amino-2-ethoxypropanol NC(CO)(C)OCC